6-((4-(carboxymethyl)-7-(phosphonomethyl)-1,4,7-triazonan-1-yl)methyl)picolinic acid C(=O)(O)CN1CCN(CCN(CC1)CP(=O)(O)O)CC1=CC=CC(=N1)C(=O)O